O1C(CCCC1)C1(CCC1)C(=O)OCC1=CC=CC=C1 Benzyl 1-(tetrahydro-2H-pyran-2-yl)cyclobutane-1-carboxylate